(7S,8aS)-7-((4-nitronitrobenzoyl)oxy)hexahydropyrrolo[1,2-a]pyrazine-2(1H)-carboxylic acid tert-butyl ester C(C)(C)(C)OC(=O)N1C[C@H]2N(CC1)C[C@H](C2)OC(C2=C(C=C(C=C2)[N+](=O)[O-])[N+](=O)[O-])=O